N-(4-((4-((6-aminohexyl)sulfinyl)phenyl)carbamoyl)benzyl)-N-cyclopropyl-3-oxo-3,4-dihydro-2H-benzo[b][1,4]oxazine-7-carboxamide 2,2,2-trifluoroacetate FC(C(=O)O)(F)F.NCCCCCCS(=O)C1=CC=C(C=C1)NC(=O)C1=CC=C(CN(C(=O)C=2C=CC3=C(OCC(N3)=O)C2)C2CC2)C=C1